2,5-DIMETHYL-N-[(PYRIDIN-4-YL)METHYL]PYRAZOLO[1,5-A]PYRIMIDIN-7-AMINE CC1=NN2C(N=C(C=C2NCC2=CC=NC=C2)C)=C1